C(C)(=O)C=1C=C(C=C2C(C(=C(OC12)C1=CC2=CN(N=C2C=C1)C)C)=O)C 8-acetyl-3,6-dimethyl-2-(2-methylindazol-5-yl)chromen-4-one